4-(2-chloro-6-iodophenyl)-1-ethyl-3-(trifluoromethyl)-1H-pyrazole ClC1=C(C(=CC=C1)I)C=1C(=NN(C1)CC)C(F)(F)F